NC1=C(C=C(CN(C2CC(C(C(C2)C)C(=O)OCC)C)C)C=C1)F ethyl 4-((4-amino-3-fluorobenzyl)(methyl)amino)-2,6-dimethylcyclohexane-1-carboxylate